O1C(CCCC1)CCOC1=C(C#N)C=CC=C1 2-((tetrahydro-2H-pyran-2-yl)ethoxy)benzonitrile